2-(3-hydroxy-4-methylphenyl)-N-(tetrahydro-2H-pyran-4-yl)pyrimidine-4-carboxamide OC=1C=C(C=CC1C)C1=NC=CC(=N1)C(=O)NC1CCOCC1